ClC1=C(C=CC=C1C=1C=C2N(C=C(N(C2=O)C[C@H]2NC(CC2)=O)C)C1)C1=C(C(=CC=C1)C=1C=C2N(C=C(N(C2=O)C[C@H]2NC(CC2)=O)C)C1)Cl 7,7'-(2,2'-dichloro-[1,1'-biphenyl]-3,3'-diyl)bis(3-methyl-2-(((S)-5-oxopyrrolidin-2-yl)methyl)pyrrolo[1,2-a]pyrazin-1(2H)-one)